C(C)N1C=NC(=C1CSC=1NC(C2=C(N1)CCC2)=O)CC 2-{[(3,5-diethylimidazol-4-yl)methyl]sulfanyl}-3H,5H,6H,7H-cyclopenta[d]pyrimidin-4-one